tris(p-methylphenyl)phosphine CC1=CC=C(C=C1)P(C1=CC=C(C=C1)C)C1=CC=C(C=C1)C